OC1=C(C=CC(=C1)OCCCCCCCC)C1=NC(=NC(=N1)C1=C(C=C(C=C1)C)C)C1=C(C=C(C=C1)C)C 2-(2-hydroxy-4-octyloxyphenyl)-4,6-bis(2,4-dimethylphenyl)-s-triazine